[(3R)-5-oxopyrrolidin-3-yl]4-[3-[2-(cyclopropoxy)-3-pyridyl]pyrazolo-[1,5-a]pyrimidin-5-yl]piperazine-1-carboxylate O=C1C[C@H](CN1)OC(=O)N1CCN(CC1)C1=NC=2N(C=C1)N=CC2C=2C(=NC=CC2)OC2CC2